P(=O)(O)(O)O[C@H]1[C@H]([C@@H](O[C@@H]1CO)N1C(=O)N=C(N)C=C1)O cytidine 3'-monophosphate